9-(4-iodophenoxy)-10-(4-iodophenyl)anthracene IC1=CC=C(OC=2C3=CC=CC=C3C(=C3C=CC=CC23)C2=CC=C(C=C2)I)C=C1